CCOP(=O)(O)OP(=O)(O)OC[C@@H]1[C@H](C[C@@H](O1)N2C=C(C(=O)NC2=O)C)O The molecule is an organic diphosphate formed by condensation between the beta-phospho group of thymidine diphosphate and ethanol. It derives from a dTDP and an ethanol.